(3R,4S)-4-allyl-1-(((benzyloxy)carbonyl)-L-alanyl)-3-((tert-butoxycarbonyl)amino)pyrrolidine-3-carboxylic acid phenylmethyl ester C1(=CC=CC=C1)COC(=O)[C@@]1(CN(C[C@@H]1CC=C)C([C@@H](NC(=O)OCC1=CC=CC=C1)C)=O)NC(=O)OC(C)(C)C